C1(=CC=CC=C1)NS(=O)(=O)C=C N-phenylethenesulfonamide